1,1'-((((2,2'-dimethyl-[1,1'-biphenyl]-3,3'-diyl)bis(methylene))bis(oxy))bis(5-chloro-2-methoxy-4,1-phenylene))bis(N-methyl-N-(pyrimidin-5-ylmethyl)methanamine) CC1=C(C=CC=C1COC1=CC(=C(C=C1Cl)CN(C)CC=1C=NC=NC1)OC)C1=C(C(=CC=C1)COC1=CC(=C(C=C1Cl)CN(CC=1C=NC=NC1)C)OC)C